OCCC(CCC)NC=1C2=C(N=CN1)C=NN2CC=2C=NC(=CC2OC)C2CCN(CC2)C(C)C 7-((1-hydroxyhex-3-yl)amino)-1-((6-(1-isopropylpiperidin-4-yl)-4-methoxypyridin-3-yl)methyl)-1H-pyrazolo[4,3-d]Pyrimidine